ethyl 1-methyl-5-(piperazine-1-carbonyl)pyrazole-3-carboxylate CN1N=C(C=C1C(=O)N1CCNCC1)C(=O)OCC